CN(CCCN1CN(C=C1)C(=O)CC)C N-(3-dimethylaminopropyl)-N'-ethylcarbonylimidazole